FC1(CCC(CC1)CC(=O)NCC1=NC=NC(=C1)OC(C(F)(F)F)C)F 2-(4,4-Difluorocyclohexyl)-N-((6-((1,1,1-trifluoropropan-2-yl)oxy)pyrimidin-4-yl)methyl)acetamide